(E)-1-(4-Hydroxyphenyl)-3-(4-phenoxyphenyl)prop-2-en-1-one OC1=CC=C(C=C1)C(\C=C\C1=CC=C(C=C1)OC1=CC=CC=C1)=O